3-chloro-5-(1,1-difluoroethyl)picolinic acid ClC=1C(=NC=C(C1)C(C)(F)F)C(=O)O